piperidin-4-ylmethanesulfonamide N1CCC(CC1)CS(=O)(=O)N